FC=1C=C(C=CC1F)C=1C(OC2=C(C1C)C=C(C=C2)O)C2=CC=C(C=C2)OC[C@H](C)N2C[C@H](CC2)C 3-(3,4-difluorophenyl)-4-methyl-2-(4-((S)-2-((S)-3-methylpyrrolidin-1-yl)propoxy)phenyl)-2H-benzopyran-6-ol